4-(4-chloro-7-(3-methylbenzyl)-6,7-dihydro-5H-pyrrolo[2,3-d]pyrimidin-2-yl)morpholine ClC=1C2=C(N=C(N1)N1CCOCC1)N(CC2)CC2=CC(=CC=C2)C